4-(4-(3-(1,1-dioxido-4-oxo-1,2,5-thiadiazolidin-2-yl)-2-fluoro-4-hydroxyphenyl)-1H-imidazol-1-yl)-2-fluorobenzonitrile O=S1(N(CC(N1)=O)C=1C(=C(C=CC1O)C=1N=CN(C1)C1=CC(=C(C#N)C=C1)F)F)=O